C(OC(C)C1CC1)(OC1=CC=C(C=C1)[N+](=O)[O-])=O 1-cyclopropylethyl (4-nitrophenyl) carbonate